(R)-2-((5-azido-2-(1H-pyrazolo[3,4-d]pyrimidin-1-yl)pyridin-4-yl)amino)propanenitrile N(=[N+]=[N-])C=1C(=CC(=NC1)N1N=CC=2C1=NC=NC2)N[C@@H](C#N)C